C(C(C([2H])([2H])[2H])(CCC[C@@H](C)[C@H]1CC[C@H]2[C@@H]3[C@@H](C=C4C[C@H](CC[C@]4(C)[C@H]3CC[C@]12C)O)O)[2H])([2H])([2H])[2H] cholest-5-en-3b,7a-diol-d7